(S)-3-fluoro-2-(3-(5-(trifluoromethyl)pyridin-2-yloxy)pyrrolidin-1-yl)benzamide FC=1C(=C(C(=O)N)C=CC1)N1C[C@H](CC1)OC1=NC=C(C=C1)C(F)(F)F